OC=1C=C(C(=O)O)C=CC1C=1N=NC(=CC1C)N[C@H]1CN(CCC1)C (R)-3-hydroxy-4-(4-methyl-6-((1-methylpiperidin-3-yl)amino)pyridazin-3-yl)benzoic acid